2-[1-[2-(5-Cyanoisoindolin-2-yl)-3,6-dimethyl-4-oxo-chromen-8-yl]ethylamino]benzoic acid C(#N)C=1C=C2CN(CC2=CC1)C=1OC2=C(C=C(C=C2C(C1C)=O)C)C(C)NC1=C(C(=O)O)C=CC=C1